OCC1=CC=C2CN(C(C2=C1)=O)C1CNCCC1 3-(6-(hydroxymethyl)-1-oxo-isoindolin-2-yl)piperidine